O1C(OCC1)C=1C(=C(C=CC1)C(C(=O)OCC)(F)F)F ethyl 2-(3-(1,3-dioxolan-2-yl)-2-fluorophenyl)-2,2-difluoroacetate